BrC=1C(N(C(C1Br)=O)CC1CCC(CC1)C(=O)NCC#C)=O 4-((3,4-dibromo-2,5-dioxo-2,5-dihydro-1H-pyrrol-1-yl)methyl)-N-(prop-2-yn-1-yl)cyclohexane-1-carboxamide